C1(=CC=CC=C1)C(CCNC(C1=CC=CC=C1)=O)C1=CC=CC=C1 N-(3,3-diphenylpropyl)benzamide